(R)-N-(tetrahydrofuran-3-yl)benzamide O1C[C@@H](CC1)NC(C1=CC=CC=C1)=O